(S)-2-(1-acryloylpyrrolidin-2-yl)-1-amino-4-(4-(pyridin-2-yl-carbamoyl)phenyl)-1H-imidazole-5-carboxamide C(C=C)(=O)N1[C@@H](CCC1)C=1N(C(=C(N1)C1=CC=C(C=C1)C(NC1=NC=CC=C1)=O)C(=O)N)N